5-bromo-7-fluorobenzo[d]Azole BrC=1C=C(C2=C(C=CN2)C1)F